4-(5,5-difluoro-4-hydroxy-3-(trifluoromethyl)-4,5,6,7-tetrahydro-1H-indol-1-yl)-2-methoxybenzonitrile FC1(C(C=2C(=CN(C2CC1)C1=CC(=C(C#N)C=C1)OC)C(F)(F)F)O)F